CCC(CCCCCCCCCCCCCC)O 3-heptadecanol